2-chloro-6-methoxyisonicotinamide ClC=1C=C(C(=O)N)C=C(N1)OC